Boc-L-cysteine amide C(=O)(OC(C)(C)C)N[C@@H](CS)C(=O)N